(12Z)-20-oleoyloxy-eicosa-12-enoic acid C(CCCCCCC\C=C/CCCCCCCC)(=O)OCCCCCCC\C=C/CCCCCCCCCCC(=O)O